The molecule is a dipeptide in which the carboxy group of L-homocysteine forms an amide bond with the epsilon-nitrogen of N(alpha)-acetylated L-lysine CC(=O)N[C@@H](CCCCNC(=O)[C@H](CCS)N)C(=O)O